BrC=1C=C2N(N=CC(=C2NC2CN(CCC2)C(=O)OC(C)(C)C)/C(/N)=N/C2=C(C=C(C=C2)O[Si](C)(C)C(C)(C)C)CC)C1 tert-butyl 3-[[6-bromo-3-[(Z)-N'-[4-[tert-butyl(dimethyl)silyl]oxy-2-ethyl-phenyl]-carbamimidoyl]pyrrolo[1,2-b]pyridazin-4-yl]amino]piperidine-1-carboxylate